N-((2R,3S)-1-(5-chloro-4-hydroxypyridin-2-yl)-2-((((CIS)-4-(3-fluorophenyl)cyclohexyl)oxy)methyl)pyrrolidin-3-yl)methanesulfonamide ClC=1C(=CC(=NC1)N1[C@H]([C@H](CC1)NS(=O)(=O)C)CO[C@@H]1CC[C@@H](CC1)C1=CC(=CC=C1)F)O